ClC=1C=C(N=C2C(=C(C=NC12)C#N)NCC(C)(C)C)O 8-Chloro-6-hydroxy-4-(neopentylamino)-1,5-naphthyridine-3-carbonitrile